C(C(O)CO)[C@@](C(=O)O)(O)[C@H](O)[C@@H](O)[C@H](O)CO glyceryl-D-gulonic acid